Tert-butyl (1-(((5-iodopyridin-2-yl)oxy)methyl)cyclopropyl)carbamate IC=1C=CC(=NC1)OCC1(CC1)NC(OC(C)(C)C)=O